[N+](=O)([O-])C1=CN=C(S1)NC(=O)C1=C(C=CC=C1)CNC([O-])=O 2-((5-nitrothiazol-2-yl)carbamoyl)phenylmethylcarbamate